[OH-].C(CCCCCCCCCCCCCCC)C[N+](C)(C)CCCCCCCCCCCCCCCC cetyl-(hexadecyl)trimethylammonium hydroxide